FC1=CC=C(COC2=C(SC=C2)C(=O)NC=2C=NC=CC2)C=C1 3-(4-fluorobenzyloxy)-N-(pyridin-3-yl)thiophene-2-carboxamide